C(C1=CC=CC=C1)OC1=C(C=C(C=C1)/C=C/C(=O)O[C@@H]1[C@@]2(CC[C@H](C1)C2(C)C)C)OC(F)(F)F (1R,2S,4R)-1,7,7-trimethylbicyclo[2.2.1]heptan-2-yl (E)-3-(4-benzyloxy-3-trifluoromethoxy phenyl)acrylate